C(C)(C)(C)C=1C(=C(C=C(C1)CCC(=O)OCC(CCCC)CC)N1N=C2C(=N1)C=CC(=C2)Cl)O 2-[3'-t-butyl-5'-[2-(2-ethylhexyloxy)carbonylethyl]-2'-hydroxyphenyl]-5-chlorobenzotriazole